BrC1=C(C=C(C=C1)I)C[C@H](C(=O)O)[C@@H]1CN(CC1)C(=O)OC(C)(C)C (2S)-3-(2-bromo-5-iodo-phenyl)-2-[(3R)-1-tert-butoxycarbonylpyrrolidin-3-yl]propanoic acid